3-((4-(pyridazin-3-yl)phenyl)amino)benzoic acid N1=NC(=CC=C1)C1=CC=C(C=C1)NC=1C=C(C(=O)O)C=CC1